methyl (5-isobutyl-3-(2-methyl-4-((2-methyl-1H-imidazol-1-yl)methyl)phenyl)thiophen-2-yl)sulfonylcarbamate C(C(C)C)C1=CC(=C(S1)S(=O)(=O)NC(OC)=O)C1=C(C=C(C=C1)CN1C(=NC=C1)C)C